BrCCC1=CC=C(OCC2COCC2)C=C1 3-((4-(2-bromoethyl)phenoxy)methyl)tetrahydrofuran